N-[6-(5-chloro-1,3-benzoxazol-2-yl)spiro[3.3]heptan-2-yl]-5-(methylaminosulfonyl)furan-2-carboxamide ClC=1C=CC2=C(N=C(O2)C2CC3(CC(C3)NC(=O)C=3OC(=CC3)S(=O)(=O)NC)C2)C1